COC(C1=CC(=CC=C1)OC1=C(C=C(C=C1)C1C=2C(NC(C1)=O)=NNC2)OC)=O.CN2N=C(C(=C2)B2OC(C(O2)(C)C)(C)C)C 1,3-dimethyl-4-(4,4,5,5-tetramethyl-1,3,2-dioxaborolan-2-yl)pyrazole methyl-3-(2-methoxy-4-{6-oxo-2H,4H,5H,6H,7H-pyrazolo[3,4-b]pyridin-4-yl}phenoxy)benzoate